ClC=1C=C(C=C(C1Cl)C(F)(F)F)C1(CC(=NO1)C1=CC(=C(C(=O)O)C=C1)C)C(F)(F)F 4-(5-(3,4-dichloro-5-(trifluoromethyl)phenyl)-5-(trifluoromethyl)-4,5-dihydro-isoxazol-3-yl)-2-methylbenzoic acid